7-[(3S)-3-(morpholin-4-ylmethyl)-1,2,3,4-tetrahydroisoquinoline-2-carbonyl]-1,2,3,4-tetrahydroisoquinoline-2-carboxylic acid 4-fluorophenyl ester FC1=CC=C(C=C1)OC(=O)N1CC2=CC(=CC=C2CC1)C(=O)N1CC2=CC=CC=C2C[C@H]1CN1CCOCC1